NC1CC12CN(CC2)C2=C(C=NC=1NC3=C(C=C(C(=C3C12)F)F)NC)C=1C=C(C=NC1)C#N 5-[4-[trans-2-Amino-5-azaspiro[2.4]heptan-5-yl]-5,6-difluoro-8-(methylamino)-9H-pyrido[2,3-b]indol-3-yl]pyridin-3-carbonitril